acryloxypropylchlorodimethylsilane C(C=C)(=O)OCCC[Si](C)(C)Cl